(S)-2-amino-3-(1,3,4-oxadiazol-2-yl)propionic acid N[C@H](C(=O)O)CC=1OC=NN1